CC(CCCCCCCCCC=O)CC 11-Methyltridecanal